7-ethyl-6-oxo-5,6,7,8-tetrahydro-1,5-naphthyridine-3-carboxylic acid ethyl ester hydrochloride Cl.C(C)OC(=O)C=1C=NC=2CC(C(NC2C1)=O)CC